(S)-4-ethyl-4-hydroxy-8-nitro-14-thioxo-12,14-dihydro-1H-pyrano[3',4':6,7]indolizino[1,2-b]quinolin-3(4H)-one C(C)[C@]1(C(OCC=2C(N3CC=4C(=NC=5C=C(C=CC5C4)[N+](=O)[O-])C3=CC21)=S)=O)O